(S)-6-amino-2-(sec-butyl)nicotinonitrile NC1=NC(=C(C#N)C=C1)[C@@H](C)CC